(R)-2-(cyclobutylsulfinyl)-4-(1-methyl-1H-pyrazol-5-yl)-6-(quinoxalin-6-yl)thieno[2,3-b]pyridin-3-amine C1(CCC1)[S@@](=O)C1=C(C=2C(=NC(=CC2C2=CC=NN2C)C=2C=C3N=CC=NC3=CC2)S1)N